Spiro[2.5]octane-5-en-6-yl trifluoromethanesulfonate FC(S(=O)(=O)OC1=CCC2(CC2)CC1)(F)F